6-(4-(((5-Chloro-2-fluorophenyl)amino)methyl)-2-(6-methylpyridin-2-yl)-1H-imidazol-1-yl)imidazo[1,2-a]Pyridine-3-carboxamide ClC=1C=CC(=C(C1)NCC=1N=C(N(C1)C=1C=CC=2N(C1)C(=CN2)C(=O)N)C2=NC(=CC=C2)C)F